ClC1=CC(=C(C=C1)C1=NC(=CC=2N=C(N(C(C21)=O)C)C)N2C[C@@H](CCC2)C2=NC(=NO2)C)F 5-(4-chloro-2-fluoro-phenyl)-2,3-dimethyl-7-((3R)-3-(3-methyl-1,2,4-oxadiazol-5-yl)-1-piperidinyl)pyrido-[4,3-d]pyrimidin-4(3H)-one